The molecule is a twelve-membered oligopeptide comprising AcAsp, Lys, Ala, Thr, Ile, Gly, Phe, Glu, Val, Gln, Glu and Glu residues joined in sequence. CC[C@H](C)[C@@H](C(=O)NCC(=O)N[C@@H](CC1=CC=CC=C1)C(=O)N[C@@H](CCC(=O)O)C(=O)N[C@@H](C(C)C)C(=O)N[C@@H](CCC(=O)N)C(=O)N[C@@H](CCC(=O)O)C(=O)N[C@@H](CCC(=O)O)C(=O)O)NC(=O)[C@H]([C@@H](C)O)NC(=O)[C@H](C)NC(=O)[C@H](CCCCN)NC(=O)[C@H](CC(=O)O)NC(=O)C